(phenyl)(biphenylyl)(dibutylphenyl)(phenyl)(biphenylyl)[di(tert-butyl)phenylindolocarbazolyl]triazine 2,5-dioxopyrrolidin-1-yl-2-methyloxetane-2-carboxylate O=C1N(C(CC1)=O)C1C(OC1)(C(=O)O)C.C1(=CC=CC=C1)N1N(N(C(=C(C1C1=C2C(=C(C(=C1C1=CC=CC=C1)C(C)(C)C)C(C)(C)C)N=C1C=CC3=C4C=CC=CC4=NC3=C12)C1=C(C=CC=C1)C1=CC=CC=C1)C1=CC=CC=C1)C1=C(C(=CC=C1)CCCC)CCCC)C1=C(C=CC=C1)C1=CC=CC=C1